ClC1=C(C=CC=C1Cl)[C@@H]1N(OCC1)C1=CC(=NC=N1)NC=1C(=CC(=C(C1)C(C(=O)N)=C)N1CCC(CC1)N1CCC(CC1)N1CCOCC1)OC 5-((6-((R)-3-(2,3-dichlorophenyl)isoxazolidine-2-yl)pyrimidine-4-yl)amino)-4-methoxy-2-(4-morpholino-[1,4'-bipiperidine]-1'-yl-phenyl)acrylamide